FC1=CC=C2C(=C(C=NC2=C1C1=C(C(=CC(=C1)F)F)F)C(=O)O)C1COCC1 7-fluoro-4-(oxolane-3-yl)-8-(2,3,5-trifluorophenyl)quinoline-3-carboxylic acid